n-octylsuccinate C(CCCCCCC)C(C(=O)[O-])CC(=O)[O-]